(S)-2-amino-5-phenylpentanoic acid N[C@H](C(=O)O)CCCC1=CC=CC=C1